BrC1=C(C(=NC=C1)C(=O)OC)C methyl 4-bromo-3-methylpyridinecarboxylate